tetramethylglycolic acid COC(C(OC)(C)C)=O